2-propyl-1,3-thiazole-4-carboxylic acid C(CC)C=1SC=C(N1)C(=O)O